C1(CC1)C1=C(C(=NO1)C1=C(C=CC=C1Cl)Cl)[C@H]1OC2(CO1)CCN(CC2)C=2SC1=C(N2)C(=CC(=C1)C(=O)O)F |r| (±)-2-(2-(5-cyclopropyl-3-(2,6-dichlorophenyl)isoxazol-4-yl)-1,3-dioxa-8-azaspiro[4.5]dec-8-yl)-4-fluorobenzo[d]thiazole-6-carboxylic acid